ClC1=C2CCN([C@@H](C2=C(C=C1)O)CN1CC2(CC2)CC1=O)C(=O)[C@H]1[C@](CCC1)(C(=O)OCC1=C(C=C(C=C1)OC)OC)C 2,4-dimethoxybenzyl (1S,2r)-2-((S)-5-chloro-8-hydroxy-1-((6-oxo-5-azaspiro[2.4]hept-5-yl) methyl)-1,2,3,4-tetrahydroisoquinoline-2-carbonyl)-1-methyl-cyclopentane-1-carboxylate